O.OCC(P(O)(O)=O)P(O)(O)=O hydroxyethylidenediphosphonic acid-hydrate